C1(CC1)C1=NC=C(C#N)C(=C1)NC1=C(C=CC=C1)C 6-cyclopropyl-4-(o-tolylamino)nicotinonitrile